COC=1C=C(C=C2CCN(C(C12)=O)CC(F)(F)F)C1=CN=C2N1C=CC(=C2)OCCN2[C@H](COCC2)C 8-methoxy-6-[7-[2-[(3S)-3-methylmorpholin-4-yl]ethoxy]imidazo[1,2-a]pyridin-3-yl]-2-(2,2,2-trifluoroethyl)-3,4-dihydroisoquinolin-1-one